S(N)(OC[C@@H]1[C@H](C[C@@H](C1)NC1=NC=NC=C1C(=O)C=1SC(=C(C1)C(C1=CC=CC=C1)=O)Cl)O)(=O)=O [(1R,2S,4R)-4-({5-[(4-benzoyl-5-chloro-2-thienyl)carbonyl]pyrimidin-4-yl} amino)-2-hydroxycyclopentyl]methyl sulfamate